2,5-dichloro-4-[6-(4-fluorophenyl)-2-pyridyl]pyrimidine ClC1=NC=C(C(=N1)C1=NC(=CC=C1)C1=CC=C(C=C1)F)Cl